CS(=O)(=O)NC(=O)C1CNCCC1 N-(methylsulfonyl)piperidine-3-carboxamide